C(C)N(C=1C=C(C(=O)OCC)C=CC1)C(=O)C=1C=CC=2N(C1)C(=CN2)C=2C=NC(=CC2)NC(=O)OC ethyl 3-[ethyl-[3-[6-(methoxycarbonyl-amino)-3-pyridyl]imidazo[1,2-a]pyridine-6-carbonyl] amino]benzoate